(1R,5S,6S)-6-(2-(tert-butyldimethylsilyloxy)ethyl)-3-azabicyclo[3.1.0]hexane [Si](C)(C)(C(C)(C)C)OCCC1[C@@H]2CNC[C@H]12